bis(4-fluorobenzyl)(2E,4E,6E,8E,10E,12E,14E)-2,6,11,15-tetramethylhexadecane FC1=CC=C(CC(C(CCCC(CCCCC(CCCC(C)C)C)C)C)CC2=CC=C(C=C2)F)C=C1